N-Ethyl-5-fluoro-N-isopropyl-2-(3-(piperidine-4-carbonyl)-1H-pyrrolo[2,3-c]pyridin-1-yl)benzamide C(C)N(C(C1=C(C=CC(=C1)F)N1C=C(C=2C1=CN=CC2)C(=O)C2CCNCC2)=O)C(C)C